BrC1=C(C=C(C=C1)NC(=O)C1=CN(C(=C(C1=O)C1=CC=C(C=C1)F)C#N)C1CC1)F N-(4-bromo-3-fluorophenyl)-6-cyano-1-cyclopropyl-5-(4-fluorophenyl)-4-oxo-1,4-dihydropyridine-3-carboxamide